tert-butyl (S)-4-(4-(2',6'-bis(benzyloxy)-6-methyl-[2,3'-bipyridin]-5-yl) piperazin-1-yl)-3,3-difluoropiperidine-1-carboxylate C(C1=CC=CC=C1)OC1=NC(=CC=C1C1=NC(=C(C=C1)N1CCN(CC1)[C@@H]1C(CN(CC1)C(=O)OC(C)(C)C)(F)F)C)OCC1=CC=CC=C1